(1-(1-(8-methoxyquinazolin-4-yl)piperidin-4-yl)-3-(quinolin-2-ylmethoxy)propan-2-yl)phosphonic acid COC=1C=CC=C2C(=NC=NC12)N1CCC(CC1)CC(COCC1=NC2=CC=CC=C2C=C1)P(O)(O)=O